ethyl (E)-2-(2-(phenylsulfonyl)hydrazono)acetate C1(=CC=CC=C1)S(=O)(=O)N\N=C\C(=O)OCC